N12CSCC(C1)C2 3-thia-azabicyclo[3.1.1]heptane